Ethyl 5-Bromo-2-Amino-Benzoate BrC=1C=CC(=C(C(=O)OCC)C1)N